C1(CC1)C(=O)NC=1SC2=C(N1)C=CC=C2C=2C=C(C=CC2)N2N=C(C=C2)P(O)(=O)OCOC(C(C)(C)C)=O [1-[3-[2-(cyclopropanecarbonylamino)-1,3-benzothiazol-7-yl]phenyl]pyrazol-3-yl]-(2,2-dimethylpropanoyloxymethoxy)phosphinic acid